N1(CCOCC1)CCNC(=O)NC1=CC=C(C=C1)C(C)C 1-[2-(4-morpholinyl)ethyl]-3-(4-isopropylphenyl)urea